N-(1-ethyl-1H-pyrazol-4-yl)-5-((1R,2R)-2-((tetrahydro-2H-pyran-4-ylmethyl)-amino)cyclopropyl)-thiophene-3-carboxamide C(C)N1N=CC(=C1)NC(=O)C1=CSC(=C1)[C@H]1[C@@H](C1)NCC1CCOCC1